CC1=C(C(=CC(=C1)C)C)[Mg]Br 2,4,6-trimethylphenyl-magnesium bromide